(1-(3-methoxypropyl)cyclohexyl)methanol COCCCC1(CCCCC1)CO